NC=1C2=C(N=CN1)N(C=C2C#N)[C@H]2[C@@H]([C@@H]([C@H](C2)CNCCCNCCC2=CC=CC=C2)O)O 4-Amino-7-((1R,2S,3R,4R)-2,3-dihydroxy-4-(((3-(phenethylamino)propyl)amino)methyl)cyclopentyl)-7H-pyrrolo[2,3-d]pyrimidine-5-carbonitrile